6-(3-(3-(dimethylamino)prop-1-yn-1-yl)-5-fluorophenethyl)-4-methylpyridin-2-amine CN(CC#CC=1C=C(CCC2=CC(=CC(=N2)N)C)C=C(C1)F)C